4-fluoro-1-(oxetan-3-yl)piperidin FC1CCN(CC1)C1COC1